(2S,4R)-4-(((1r,4R)-4-aminocyclohexyl)amino)-2-methyl-3,4-dihydroquinolin NC1CCC(CC1)N[C@@H]1CC(=NC2=CC=CC=C12)C